ClC=1C(=C(C=CC1)NC(=O)C1=CC(=CC=2NC(=NC21)SC)NC(=O)C2=C(C=CC=C2)C(F)(F)F)C N-(3-chloro-2-methylphenyl)-2-(methylsulfanyl)-6-({[2-(trifluoromethyl)phenyl]carbonyl}amino)-1H-benzoimidazole-4-carboxamide